SCCOC(C(S)CC(=O)OCCS)=O.COC1=CC=C2C3=C(N(C2=C1)CCN1CCOCC1)C(=NC=C3)C 4-(2-(7-methoxy-1-methyl-9H-pyrido[3,4-b]indol-9-yl)ethyl)morpholine Bis(2-mercaptoethyl)thiomalat